OC=1C2=C(N=CN1)NC=C2C=2CCN(CC2)C(=O)OC(C)(C)C tert-Butyl 4-(4-hydroxy-7H-pyrrolo[2,3-d]pyrimidin-5-yl)-3,6-dihydro-2H-pyridine-1-carboxylate